1-amino-4-((tert-butyldimethylsilyloxy)methyl)pyridinium 2,4-dinitrophenolate [N+](=O)([O-])C1=C(C=CC(=C1)[N+](=O)[O-])[O-].N[N+]1=CC=C(C=C1)CO[Si](C)(C)C(C)(C)C